C1(=CC(=C(C=2C3=C(C(=CC(=C3NC12)[2H])[2H])[2H])[2H])[2H])[2H] 9H-carbazole-1,3,4,5,6,8-d6